CC(C(=O)O)(CCC)C 2,2-dimethylpentanoic Acid